O[C@@H]1[C@H](O[C@@H]([C@@H]1O)N1C2=NC(=NC(=C2N=C1)NCC1=CC(=CC=C1)OC)C=1C=NC=C(C1)C)C(=O)NC (2S,3S,4R,5S)-3,4-dihydroxyl-5-(6-((3-methoxybenzyl)amino)-2-(5-methylpyridin-3-yl)-9H-purin-9-yl)-N-methyltetrahydrofuran-2-carboxamide